(S)-2-fluoro-4-(3-(2-fluoro-4-(3-methoxypyrrolidine-1-yl)phenyl)-7-(3,9-diazaspiro[5.5]undecane-3-yl)-3H-imidazo[4,5-b]pyridine-2-yl)benzonitrile FC1=C(C#N)C=CC(=C1)C1=NC=2C(=NC=CC2N2CCC3(CC2)CCNCC3)N1C1=C(C=C(C=C1)N1C[C@H](CC1)OC)F